Lauryl Benzoate C(C1=CC=CC=C1)(=O)OCCCCCCCCCCCC